methyl (S)-3-((S)-1,1-dioxidotetrahydrothiophen-3-yl)-7-methyl-2-((S)-1-(4-methyl-1H-pyrazol-1-yl)propan-2-yl)-3,7,8,9-tetrahydro-6H-imidazo[4,5-f]quinoline-6-carboxylate O=S1(C[C@H](CC1)N1C(=NC2=C3CC[C@@H](N(C3=CC=C21)C(=O)OC)C)[C@H](CN2N=CC(=C2)C)C)=O